ClC1=C(CN2CCN(CCC2)C=2C=CC3=C(C=C(O3)C(=O)O)C2C)C(=CC=C1)Cl 5-[4-(2,6-dichloro-benzyl)-[1,4]diazepan-1-yl]-4-methyl-benzofuran-2-carboxylic acid